ClC1=C(C(=O)N2CCN(CC2)C(=O)C2[C@H]3CN(C[C@@H]23)C(=O)OC(C)(C)C)C=CC(=C1)NC=1C=2N(C=CN1)C(=CN2)C=2C(=NNC2)C(F)(F)F tert-butyl (1R,5S,6r)-6-(4-(2-chloro-4-((3-(3-(trifluoromethyl)-1H-pyrazol-4-yl)imidazo[1,2-a]pyrazin-8-yl)amino)benzoyl)piperazine-1-carbonyl)-3-azabicyclo[3.1.0]hexane-3-carboxylate